1-[2-BROMO-4-CHLORO-5-(3,3-DIFLUOROCYCLOBUTYL)OXYPHENYL]PYRAZOLE BrC1=C(C=C(C(=C1)Cl)OC1CC(C1)(F)F)N1N=CC=C1